C(C)(=O)O.C1(CC1)C1=NSC(=N1)N1C=C(C(C2=C(C=C(N=C12)N1CC(C1)C(NC1=NC=C(C=C1)OC)=O)C)=O)C(=O)O 1-(3-cyclopropyl-1,2,4-thiadiazol-5-yl)7-{3-[(5-methoxypyridin-2-yl)carbamoyl]azetidin-1-yl}-5-methyl-4-oxo-1,4-dihydro-1,8-naphthyridine-3-carboxylic acid acetate